5-((3-benzhydryl-3,8-diazabicyclo[3.2.1]oct-8-yl)methyl)-2-(2,4-dioxotetrahydropyrimidin-1(2H)-yl)isoindoline-1,3-dione C(C1=CC=CC=C1)(C1=CC=CC=C1)N1CC2CCC(C1)N2CC=2C=C1C(N(C(C1=CC2)=O)N2C(NC(CC2)=O)=O)=O